ClC=1C(=CC(=C(C1)NC1=NC=C(C(=N1)NC1=CC2=C(CCO2)C=C1N(S(=O)(=O)C)C)C(F)(F)F)OC)N1CCC(CC1)N1CCN(CC1)C N-(6-((2-((5-chloro-2-methoxy-4-(4-(4-methylpiperazin-1-yl)piperidin-1-yl)phenyl)amino)-5-(trifluoromethyl)pyrimidin-4-yl)amino)-2,3-dihydrobenzofuran-5-yl)-N-methylmethanesulfonamide